anthranylamine C1(=CC=CC2=CC3=CC=CC=C3C=C12)N